5-((4-(azetidin-1-ylsulfonyl)benzyl)oxy)-2-(isoindolin-2-ylmethyl)-4H-pyran-4-one N1(CCC1)S(=O)(=O)C1=CC=C(COC=2C(C=C(OC2)CN2CC3=CC=CC=C3C2)=O)C=C1